ClCC1=NC2=C3N=C(C=CC3=CC=C2C=C1)CCl 2,9-bis(chloromethyl)-1,10-phenanthroline